BrC=1C=CC(=C(C1)C1=NN(C=C1NC(=O)C=1C=NN2C1N=CC=C2)C2COC2)OC(F)F N-[3-[5-bromo-2-(difluoromethoxy)phenyl]-1-(oxetan-3-yl)-1H-pyrazol-4-yl]pyrazolo[1,5-a]pyrimidine-3-carboxamide